O=C1N(C(CC1)=O)OC(CCCCCNC(=O)NC1=CC2=C(N=C(O2)C2=CC=[N+](C=C2)CCCS(=O)(=O)[O-])C=C1)=O 3-[4-[6-[[6-(2,5-dioxopyrrolidin-1-yl)oxy-6-oxohexyl]carbamoylamino]-1,3-benzoxazol-2-yl]pyridin-1-ium-1-yl]propane-1-sulphonate